ethyl 2-(4-(4-(trifluoromethoxy)phenoxy)phenyl)acetate FC(OC1=CC=C(OC2=CC=C(C=C2)CC(=O)OCC)C=C1)(F)F